O-Isovaleryl-L-carnitine C(CC(C)C)(=O)O[C@@H](C[N+](C)(C)C)CC([O-])=O